FC(F)(F)C=1C(=C(C(=O)N)C=CC1)N trifluoromethyl-2-aminobenzamide